C1(CCCC1)NC(C1=C(C=C(C=C1OC)N1C=NC2=C1C=CC(=C2)C=2C=NN(C2)CC)OC)=O N-cyclopentyl-4-[5-(1-ethylpyrazol-4-yl)benzimidazol-1-yl]-2,6-dimethoxy-benzamide